N-((1S,2R,3R,4R,5S)-1-(13-azido-2,5,8,11-tetraoxatridecyl)-2,3-dihydroxy-6,8-dioxabicyclo[3.2.1]octan-4-yl)-2,2,2-trifluoroacetamide N(=[N+]=[N-])CCOCCOCCOCCOC[C@@]12[C@@H]([C@@H]([C@H]([C@@H](OC1)O2)NC(C(F)(F)F)=O)O)O